2-(4-(5-((4-((4-(acetamidomethyl)piperidin-1-yl)methyl)-6-(3,5-dichlorophenyl)pyridin-2-yl)oxy)pyridin-2-yl)piperazin-1-yl)ethyl carbamate C(N)(OCCN1CCN(CC1)C1=NC=C(C=C1)OC1=NC(=CC(=C1)CN1CCC(CC1)CNC(C)=O)C1=CC(=CC(=C1)Cl)Cl)=O